N,N'-1,2-ethanediylbisoctadecanamide C(CNC(CCCCCCCCCCCCCCCCC)=O)NC(CCCCCCCCCCCCCCCCC)=O